C(CCCC)(=O)N([C@@](C(C)C)(C(=O)O)CC1=CC=CC=C1)C1=CC=C(C=C1)N1N=CN=N1 (S)-N-valeryl-N-[4-(2-tetrazolyl)phenyl]benzyl-valine